(6R,8aS)-6-(8-Amino-5-chloro-1-{4-[(1R)-1-(3-cyclopropylphenyl)-1-hydroxyethyl]phenyl}-imidazo[1,5-a]pyrazin-3-yl)hexahydroindolizin-3(2H)-on NC=1C=2N(C(=CN1)Cl)C(=NC2C2=CC=C(C=C2)[C@@](C)(O)C2=CC(=CC=C2)C2CC2)[C@H]2CN1C(CC[C@@H]1CC2)=O